N-{2-[(4-phenylbutyl)oxy]ethyl}propionamide C1(=CC=CC=C1)CCCCOCCNC(CC)=O